4-((4-((2S,6R)-2,6-dimethylmorpholino)-6-((5-(5-phenyl-1,3,4-oxadiazol-2-yl)thiazole-2-yl)amino)pyrimidin-2-yl)amino)adamantane-1-ol C[C@@H]1O[C@@H](CN(C1)C1=NC(=NC(=C1)NC=1SC(=CN1)C=1OC(=NN1)C1=CC=CC=C1)NC1C2CC3(CC(CC1C3)C2)O)C